3-(4-methoxyphenyl)acrylic acid COC1=CC=C(C=C1)C=CC(=O)O